CN(C(C=C)=O)C1=CC=C2CCN(CC2=C1)C(=O)OC(C)(C)C tert-Butyl 7-(N-methylacrylamido)-3,4-dihydroisoquinoline-2(1H)-carboxylate